C(CCCCCC(C)(C)C)(=O)[O-].C(CCCCCC(C)(C)C)(=O)[O-].C[Sn+2]C dimethyltin bis(neodecanoate)